N-(4-((2-amino-3-chloropyridin-4-yl)oxy)-3-fluorophenyl)-1-(2-chlorophenyl)-5-(trifluoromethyl)-1H-pyrazole-4-carboxamide NC1=NC=CC(=C1Cl)OC1=C(C=C(C=C1)NC(=O)C=1C=NN(C1C(F)(F)F)C1=C(C=CC=C1)Cl)F